4-(4-bromobutoxy)-2-(2,6-dioxopiperidin-3-yl)isoindoline-1,3-dione BrCCCCOC1=C2C(N(C(C2=CC=C1)=O)C1C(NC(CC1)=O)=O)=O